FC1=C(OC2=C(C#N)C=CC=C2NC2=NC=CC=N2)C=CC=C1 2-(2-fluorophenoxy)-3-(pyrimidin-2-ylamino)benzonitrile